4-(dimethylamino)-N-(4-((2-(2-fluorophenyl)pyridin-4-yl)amino)-7-((1-methylpyrrolidin-3-yl)oxy)quinazolin-6-yl)but-2-enamide CN(CC=CC(=O)NC=1C=C2C(=NC=NC2=CC1OC1CN(CC1)C)NC1=CC(=NC=C1)C1=C(C=CC=C1)F)C